2-(2-Fluoro-5-methyl-phenyl)-ethylamine FC1=C(C=C(C=C1)C)CCN